C(#C)C1(CCC2C3CCC4=CC=5ON=CC5CC4(C3CCC12C)C)O 17-Ethynyl-2,18-dimethyl-7-oxa-6-azapentacyclo[11.7.0.02,10.04,8.014,18]icosa-4(8),5,9-trien-17-ol